9-(2-chloro-5-fluoropyrimidin-4-yl)-6-oxa-9-azaspiro[4.5]decane ClC1=NC=C(C(=N1)N1CCOC2(CCCC2)C1)F